C(C)(C)(C)C=1C=CC(=C(C1)B(O)O)OC 5-TERT-BUTYL-2-METHOXYBENZENEBORONIC ACID